OC1(CC(N(CC1)C(=O)OC(C)(C)C)C)C(=O)OC (tert-butyl) 4-methyl 4-hydroxy-2-methylpiperidine-1,4-dicarboxylate